OC(CCC[C@@H](C)[C@H]1CC[C@H]2[C@@H]3CC=C4[C@H]([C@H](CC[C@]4(C)[C@H]3CC[C@]12C)O)O)C1=C(C=CC=C1)C 24-[Hydroxy(2-methylphenyl)methyl]cholane-5(6)-ene-3β,4β-diol